2-phenyl-4-(4-phenylphenyl)-6-[4-(4,4,5,5-tetramethyl-1,3,2-dioxaborolan-2-yl)phenyl]-1,3,5-triazine C1(=CC=CC=C1)C1=NC(=NC(=N1)C1=CC=C(C=C1)C1=CC=CC=C1)C1=CC=C(C=C1)B1OC(C(O1)(C)C)(C)C